S1C=NC2=C1C=C(C=C2)\C=C\2/N=C(NC2=O)N[C@]2(C(NCC2)=O)C |r| (±)-(4Z)-4-(1,3-Benzothiazol-6-ylmethylene)-2-[(3-methyl-2-oxo-pyrrolidin-3-yl)amino]-1H-imidazol-5-one